C(C=1C(C(=O)OCCOC(C(=C)C)=O)=CC(C(=O)OCCOC(C(=C)C)=O)=CC1)(=O)OCCOC(C(=C)C)=O tri(2-methacryloyloxyethyl) trimellitate